C[C@@H]1N(CCN([C@@H]1C)C)C(=O)OC=1C=C2C(=NC=NC2=CC1OC)C=1C(=NN(C1)C)C1=CC=CC=C1 7-methoxy-4-(1-methyl-3-phenyl-1H-pyrazol-4-yl)quinazolin-6-yl (2S,3R)-2,3,4-trimethylpiperazine-1-carboxylate